ClC1=C(C(=CC(=C1)F)CO)C=1C=CC=2N(C1)C=C(N2)NC(=O)C2CC2 N-(6-(2-chloro-4-fluoro-6-(hydroxymethyl)phenyl)imidazo[1,2-a]pyridin-2-yl)cyclopropanecarboxamide